(10-oxo-9-oxa-1-azaanthracene-6-yl) propionate C(CC)(=O)OC=1C=C2C(C=3C=CC=NC3OC2=CC1)=O